5-(1-(3,5-difluorophenyl)ethoxy)-1-(tetrahydro-2H-pyran-2-yl)-1H-indazole-3-formaldehyde FC=1C=C(C=C(C1)F)C(C)OC=1C=C2C(=NN(C2=CC1)C1OCCCC1)C=O